methyl-1-(7-phenyl-6,7-dihydro-4H-thieno[3,2-c]pyran-4-yl)methylamine CNCC1OCC(C2=C1C=CS2)C2=CC=CC=C2